methyl-laurylamine CNCCCCCCCCCCCC